2,6-dinonyl-p-ethyl-phenol C(CCCCCCCC)C1=C(C(=CC(=C1)CC)CCCCCCCCC)O